2-(4-chlorophenyl)-5-fluoro-2H-indazole ClC1=CC=C(C=C1)N1N=C2C=CC(=CC2=C1)F